4'-(difluoromethyl)-N-(3-(4,4-difluoropiperidin-1-yl)-4-methoxyphenyl)-5-(ethylsulfonamido)-[1,1'-biphenyl]-2-carboxamide FC(C1=CC=C(C=C1)C=1C(=CC=C(C1)NS(=O)(=O)CC)C(=O)NC1=CC(=C(C=C1)OC)N1CCC(CC1)(F)F)F